C[C@H]1C[C@@H](OC(=O)[C@H]1C)[C@@H](C)[C@H]2CC[C@@H]3[C@@]2(CC[C@H]4[C@H]3CCC5=CC(=O)C=C[C@]45C)COC(=O)C The molecule is a withanolide that is 22,26-epoxyergosta-1,4-diene substituted by an acetyloxy group at position 18 and oxo groups at positions 3 and 26. Isolated from a Formosan soft coral Paraminabea acronocephala, it has been found to inhibit the accumulation of the pro-inflammatory iNOS protein. It has a role as a coral metabolite and an EC 1.14.13.39 (nitric oxide synthase) inhibitor. It is a delta-lactone, an acetate ester, an ergostanoid, a withanolide, a steroid ester and a 3-oxo-Delta(1),Delta(4)-steroid.